(5,9,13,17-Tetramethyloctadecanoyl)erythritol CC(CCCC(=O)C([C@H](O)[C@H](O)CO)O)CCCC(CCCC(CCCC(C)C)C)C